COC1=CC=C(CC=2C3=C(C=4N(N2)C(=NN4)CC(C)C)N=CC(=C3)N3CC(C3)COC)C=C1 6-(4-methoxybenzyl)-8-[3-(methoxymethyl)azetidin-1-yl]-3-(2-methylpropyl)pyrido[2,3-d][1,2,4]triazolo[4,3-b]pyridazine